5-(2-methylsulfanylpyrimidin-4-yl)pyrazolo[1,5-a]pyrimidin-7-ol CSC1=NC=CC(=N1)C1=NC=2N(C(=C1)O)N=CC2